BrC(C(=O)O)CCCCCCCCCC alpha-bromolauric acid